2,6-Bis(benzyloxy)-5-nitro-N-[(2S,3S,4R)-2,3,4,5-tetrakis(benzyloxy)pentyl]pyrimidin-4-amine C(C1=CC=CC=C1)OC1=NC(=C(C(=N1)NC[C@@H]([C@@H]([C@@H](COCC1=CC=CC=C1)OCC1=CC=CC=C1)OCC1=CC=CC=C1)OCC1=CC=CC=C1)[N+](=O)[O-])OCC1=CC=CC=C1